(Z)-5-(bromomethyl)-3-(2-((tert-Butyldimethylsilyl)oxy)ethyl)-1-methylimidazoline-2,4-dione BrCC1C(N(C(N1C)=O)CCO[Si](C)(C)C(C)(C)C)=O